ClC=1N=CNC1 4-chloro-1H-imidazole